2-(5-chloro-2-imino-3-((1-phenyl-1H-1,2,3-triazol-4-yl)methyl)-2,3-dihydro-1H-benzo[d]imidazol-1-yl)-1-(3,4-dichlorophenyl)ethanol ClC1=CC2=C(N(C(N2CC=2N=NN(C2)C2=CC=CC=C2)=N)CC(O)C2=CC(=C(C=C2)Cl)Cl)C=C1